S1C=CC=C1 thiaole